FC(C(C)N)(F)F 1,1,1-trifluoro-2-propylamine